[3-[[1-(1,3-benzothiazol-2-yl)-2-(3-cyanophenyl)ethyl]sulfamoyl]phenyl]-2-methyl-oxazole-4-carboxamide S1C(=NC2=C1C=CC=C2)C(CC2=CC(=CC=C2)C#N)NS(=O)(=O)C=2C=C(C=CC2)C2=C(N=C(O2)C)C(=O)N